(1R,2S,4S,5S,6S)-2,4-dimethyl-N-(2-methyl-1-((4-methylisoquinolin-1-yl)oxy)propan-2-yl)-3-azabicyclo[3.1.0]hexane-6-carboxamide C[C@H]1[C@H]2C([C@H]2[C@@H](N1)C)C(=O)NC(COC1=NC=C(C2=CC=CC=C12)C)(C)C